(4R)-4-[3-[3-[4-[2-Methoxyethyl(3-pyridyl)amino]phenyl]azetidin-1-yl]-3-oxo-propyl]oxazolidin-2-one COCCN(C1=CC=C(C=C1)C1CN(C1)C(CC[C@H]1NC(OC1)=O)=O)C=1C=NC=CC1